3-(dimethylamino)-N-(4-(3-(2-fluorophenyl)-1-methyl-1H-pyrazol-4-yl)-7-methoxypyrido[3,2-d]pyrimidin-6-yl)bicyclo[1.1.1]pentane-1-carboxamide CN(C12CC(C1)(C2)C(=O)NC=2C(=CC=1N=CN=C(C1N2)C=2C(=NN(C2)C)C2=C(C=CC=C2)F)OC)C